(2R,3S,4S,5R,6S)-2-(acetoxymethyl)-6-(5-formyl-2-nitrophenoxy)tetrahydro-2H-pyran-3,4,5-triyl triacetate C(C)(=O)O[C@H]1[C@H](O[C@H]([C@@H]([C@H]1OC(C)=O)OC(C)=O)OC1=C(C=CC(=C1)C=O)[N+](=O)[O-])COC(C)=O